7-Bromo-5-chloro-1,2-dimethylbenzimidazole-4-carboxylic acid BrC1=CC(=C(C2=C1N(C(=N2)C)C)C(=O)O)Cl